NCC1CN(C(O1)=O)C1=CC=C(C=C1)S(=O)(=O)N1CCN(CC1)C1=NC(=CC(=C1)C(F)(F)F)Cl 5-(Aminomethyl)-3-[4-[4-[6-chloro-4-(trifluoromethyl)-2-pyridinyl]piperazin-1-yl]sulfonylphenyl]oxazolidin-2-one